BrC=1C(=CC(=C(C=O)C1)OC)CCC 5-bromo-2-methoxy-4-propylbenzaldehyde